FC=1C(=NC=CC1O)N1N=CC2=CC(=CC=C12)N1CCN(CC1)S(=O)(=O)C 3-Fluoro-2-(5-(4-(methylsulfonyl)piperazin-1-yl)-1H-indazol-1-yl)pyridin-4-ol